1-bromo-4-(1-fluorovinyl)benzene BrC1=CC=C(C=C1)C(=C)F